COC=1C=C(C=C2C(=CN=NC12)N[C@H](C)C=1N=NC(=CC1)C)C1=NC=C(C=N1)C (R)-8-Methoxy-N-(1-(6-methylpyridazin-3-yl)ethyl)-6-(5-methylpyrimidin-2-yl)cinnolin-4-amin